C(CN(OP(OC=C)(O)=O)OP(OC=C)(O)=O)N(OP(OC=C)(O)=O)OP(OC=C)(O)=O ethylenediaminetetra(vinylphosphoric acid)